5-(p-tolylthio)-1H-1,2,3-triazole-4-carboxylic acid C1(=CC=C(C=C1)SC1=C(N=NN1)C(=O)O)C